6-amino-2-[(3R)-3-amino-3H-spiro[1-benzofuran-2,4'-piperidin]-1'-yl]-5-(2,3-dichlorophenyl)pyrimidine-4-carboxamide NC1=C(C(=NC(=N1)N1CCC2(CC1)OC1=C([C@H]2N)C=CC=C1)C(=O)N)C1=C(C(=CC=C1)Cl)Cl